O1NC=C2C1=CC(C=C2)=O 1,2-benzisoxazol-6-one